C(C)(C)(C)OC(=O)N(C(OC(C)(C)C)=O)CCOCCOCCOCCOCCOCCOCCOCCOCCNC tert-butyl N-tert-butoxycarbonyl-N-[2-[2-[2-[2-[2-[2-[2-[2-[2-(methylamino)ethoxy]ethoxy]ethoxy]ethoxy]ethoxy]ethoxy]ethoxy]ethoxy]ethyl]carbamate